1-chloro-N,N-disilyl-silaneamine Cl[SiH2]N([SiH3])[SiH3]